COC(=O)C1C2CCC(C1NC1=NC(=NC(=N1)C1=CN(C3=C(C=C(C=C13)F)F)S(=O)(=O)C1=CC=C(C)C=C1)C=1OC=CC1)CC2 (+/-)-trans-3-((4-(5,7-difluoro-1-p-toluenesulfonyl-1H-indol-3-yl)-6-(furan-2-yl)-1,3,5-triazin-2-yl)amino)bicyclo[2.2.2]octane-2-carboxylic acid methyl ester